ClC=1C=C(C=NC1OC1=CC=NC2=CC(=C(C=C12)CO)OC)N(C(=O)C1(CC1)C(=O)N)C1=CC=C(C=C1)F N-(5-chloro-6-((6-(hydroxymethyl)-7-methoxyquinolin-4-yl)oxy)pyridin-3-yl)-N-(4-fluorophenyl)cyclopropane-1,1-dicarboxamide